7-(8-ethyl-7-fluoro-3-hydroxynaphthalen-1-yl)-2-((1-(morpholinomethyl)cyclopropyl)methoxy-d2)-6-(trifluoromethyl)pyrido[3,4-d]Pyrimidin C(C)C=1C(=CC=C2C=C(C=C(C12)N1C=C2N=C(N=CC2=CC1C(F)(F)F)OC([2H])([2H])C1(CC1)CN1CCOCC1)O)F